C(=S)=C1N=C[N-]C1O 4-thiocarbonyl-5-hydroxy-imidazolate